(1S,3S)-3-((2-cyclopropyl-6-(1-methyl-5-(((methyl(3,3,3-trifluoropropyl)carbamoyl)oxy)methyl)-1H-1,2,3-triazol-4-yl)pyridin-3-yl)oxy)cyclohexane-1-carboxylic acid C1(CC1)C1=NC(=CC=C1O[C@@H]1C[C@H](CCC1)C(=O)O)C=1N=NN(C1COC(N(CCC(F)(F)F)C)=O)C